BrC=1C=C(C(=NC1OC)F)NS(=O)(=O)C N-(5-bromo-2-fluoro-6-methoxy-3-pyridinyl)methanesulfonamide